ethyl (2R,5S)-3-(3-chloro-4-cyanophenyl)-2-(trifluoromethyl)oxazolidine-5-carboxylate ClC=1C=C(C=CC1C#N)N1[C@H](O[C@@H](C1)C(=O)OCC)C(F)(F)F